BrC1=C(C=CC=C1OCC1=CC=C(C=C1)OC)NS(=O)(=O)C (2-bromo-3-((4-methoxybenzyl)oxy)phenyl)(methyl)sulfonamide